2-(2-((5-(3-(aminomethyl)phenyl)benzofuran-3-yl)methoxy)-3-cyanophenyl)acetic acid NCC=1C=C(C=CC1)C=1C=CC2=C(C(=CO2)COC2=C(C=CC=C2C#N)CC(=O)O)C1